C(C)(=O)OC[C@@H](CC1O[C@H]([C@@H]([C@H]1OCC1=CC=CC=C1)OCC1=CC=C(C=C1)OC)[C@@H]([C@H]1OC(C=CC1=O)OC(C)=O)OC(C)=O)OC(C)=O (2R,3S,4R,5R)-5-((1S)-Acetoxy((2R)-6-acetoxy-3-oxo-3,6-dihydro-2H-pyran-2-yl)methyl)-3-(benzyloxy)-4-((4-methoxybenzyl)oxy)tetrahydrofuran-2-ylpropane-1,2-diyl diacetate